sodium cetylstearyl sulfosuccinate S(=O)(=O)(O)C(C(=O)OCCCCCCCCCCCCCCCCCCCCCCCCCCCCCCCCCC)CC(=O)[O-].[Na+]